C(OC1=CC=C(C=C1)[N+](=O)[O-])(OCCSSCCOCCN1CCCCC1)=O 4-Nitrophenyl (2-((2-(2-(piperidin-1-yl)ethoxy)ethyl)disulfaneyl)ethyl) carbonate